CC1=CC=C(O1)CC=C1NC(=NC(=N1)C(Cl)(Cl)Cl)C(Cl)(Cl)Cl 2-[2'-(5-methylfuryl)ethylidene]-4,6-bis(trichloromethyl)-s-Triazine